C(#N)CC1CCC(CC1)N1C(=NC=2C1=C1C(=NC2)NC=C1)CC(=O)NCC1=CC=C(C=C1)CO 2-(1-((1r,4r)-4-(cyanomethyl)cyclohexyl)-1,6-dihydroimidazo[4,5-d]pyrrolo[2,3-b]pyridin-2-yl)-N-(4-(hydroxymethyl)benzyl)acetamide